(E)-3-((2-((tertbutyldimethylsilyl)oxy)phenyl)diazenyl)pyridine-2,6-diamine C(C)(C)(C)[Si](OC1=C(C=CC=C1)/N=N/C=1C(=NC(=CC1)N)N)(C)C